(S)-tert-butyl(1-(2-(3-amino-3-oxo-propyl)hydrazinyl)-3-cyclohexyl-1-oxo-propan-2-yl)carbamate C(C)(C)(C)OC(N[C@H](C(=O)NNCCC(=O)N)CC1CCCCC1)=O